C1(=CC=CC=C1)P(C1=CC=CC=C1)(C1=CC=CC=C1)[Pd-4](P(C1=CC=CC=C1)(C1=CC=CC=C1)C1=CC=CC=C1)(P(C1=CC=CC=C1)(C1=CC=CC=C1)C1=CC=CC=C1)P(C1=CC=CC=C1)(C1=CC=CC=C1)C1=CC=CC=C1 Tetrakis(triphenyl-phosphino)-palladium(0)